C(C)[Zn](CC)(CC)(CC)(CC)(CC)(CC)CC octaethylzinc